FC(=C1C(C1)C=1C=CC(=NC1)N1C(C(=CC=C1)NC1=NC=2N(C(=C1)NC)N=CC2C(=O)N[C@H]2[C@@H](CC2)OC)=O)F 5-((5'-(2-(Difluoromethylene)cyclopropyl)-2-oxo-2H-[1,2'-bipyridyl]-3-yl)amino)-N-((1R,2R)-2-methoxycyclobutyl)-7-(methylamino)pyrazolo[1,5-a]pyrimidine-3-carboxamide